OC/C=C/C(=O)N1CC(C1)C=1N=C(C2=C(N1)SC=N2)C2=CC=C(C=C2)OC(F)(F)F (E)-4-hydroxy-1-(3-(7-(4-(trifluoromethoxy)phenyl)thiazolo[5,4-d]pyrimidin-5-yl)azetidin-1-yl)but-2-en-1-one